1-Chloro-1,1,3,3,5,5,7,7-octamethyl-7-vinyltetrasiloxan Cl[Si](O[Si](O[Si](O[Si](C=C)(C)C)(C)C)(C)C)(C)C